N-(4-(7-Cyclobutoxy-8-fluoro-1,3,4,5-tetrahydro-2H-benzo[c]azepin-2-yl)-2,6-dimethylphenyl)-3,3-dimethylbutanamide C1(CCC1)OC1=CC2=C(CN(CCC2)C2=CC(=C(C(=C2)C)NC(CC(C)(C)C)=O)C)C=C1F